7-(4-methylpyridin-3-yl)-N-(pyridin-2-yl)quinoxaline CC1=C(C=NC=C1)C1=CC=C2N=CCN(C2=C1)C1=NC=CC=C1